ethyl 1-(2-(tert-butoxy)-2-oxoethyl)-3-(difluoromethyl)-1H-pyrazole-5-carboxylate C(C)(C)(C)OC(CN1N=C(C=C1C(=O)OCC)C(F)F)=O